1-(4Z,7Z,10Z,13Z,16Z,19Z-docosahexaenoyl)-2-dodecanoyl-glycero-3-phosphocholine CCCCCCCCCCCC(=O)O[C@H](COC(=O)CC/C=C\C/C=C\C/C=C\C/C=C\C/C=C\C/C=C\CC)COP(=O)([O-])OCC[N+](C)(C)C